13-(4-((4-((7-(1-cyclopropyl-1H-pyrazol-4-yl)-3-methyl-4-oxo-4H-pyrido[1,2-a]pyrimidin-2-yl)amino)-3-fluorophenyl)sulfonyl)piperazin-1-yl)tridecanoic acid C1(CC1)N1N=CC(=C1)C=1C=CC=2N(C(C(=C(N2)NC2=C(C=C(C=C2)S(=O)(=O)N2CCN(CC2)CCCCCCCCCCCCC(=O)O)F)C)=O)C1